1-(7-(7-(8-chloronaphthalen-1-yl)-2-((1-((dimethylamino)methyl)cyclopropyl)methoxyl)-5,6,7,8-tetrahydropyrido[3,4-d]pyrimidin-4-yl)-4,7-diazaspiro[2.5]octane-4-yl)prop-2-ene-1-one ClC=1C=CC=C2C=CC=C(C12)N1CC=2N=C(N=C(C2CC1)N1CCN(C2(CC2)C1)C(C=C)=O)OCC1(CC1)CN(C)C